(S)-N-(4-(4'-formyl-[1,1'-biphenyl]-3-yl)thiazol-2-yl)-1-(5-methyl-1-(methylsulfonyl)-1H-pyrrole-3-carbonyl)pyrrolidine-2-carboxamide C(=O)C1=CC=C(C=C1)C1=CC(=CC=C1)C=1N=C(SC1)NC(=O)[C@H]1N(CCC1)C(=O)C1=CN(C(=C1)C)S(=O)(=O)C